6-bromo-1-[[2-(trimethylsilyl)ethoxy]methyl]-1,3-benzodiazole BrC=1C=CC2=C(N(C=N2)COCC[Si](C)(C)C)C1